(1R)-4-({1-[2-(dimethylamino)ethyl]pyrazol-4-yl}methyl)-1-methyl-N-(1-methylcyclopropyl)-5-oxo-1H,2H-imidazo[1,2-a]quinazoline-7-sulfonamide CN(CCN1N=CC(=C1)CN1C=2N(C3=CC=C(C=C3C1=O)S(=O)(=O)NC1(CC1)C)[C@@H](CN2)C)C